CC(C)[C@@H](C(=O)N[C@@H](C(C)C)C(=O)O)NC(=O)[C@H](CC1=CC=CC=C1)NC(=O)[C@H](CC(=O)O)N The molecule is a tetrapeptide composed of L-aspartic acid, L-phenylalanine and two L-valine units joined in sequence by peptide linkages. It has a role as a metabolite. It derives from a L-aspartic acid, a L-phenylalanine and a L-valine.